N-(3-(3-(trifluoromethyl)phenoxy)-2,3-dihydro-1H-inden-5-yl)acrylamide FC(C=1C=C(OC2CCC3=CC=C(C=C23)NC(C=C)=O)C=CC1)(F)F